[I-].[I-].CC1(C(=C(C(=C1CCC)C)C)C)[Zr+2]C1C=CC2=C(C=CC(=C12)C)C (1,2,3,4-tetramethyl-5-n-propylcyclopentadienyl)(4,7-dimethylindenyl)zirconium diiodide